O.C(\C=C/C(=O)O)(=O)O.C(#C)C=1C=C(C=CC1)NC1=C(C=NC2=CC(=C(C=C12)NC(\C=C\CN(C)C)=O)OCC)C#N (E)-N-[4-(3-ethynylphenyl)amino-3-cyano-7-ethoxyquinolin-6-yl]-4-(dimethylamino)but-2-enamide maleate monohydrate